FC=1C=CN2C1C(NC1=CC(=C(C=C21)F)CN2CC(C(=CC2)C=2C=NC(=CC2)C(=O)NC)C)=O 1'-((3,8-difluoro-4-oxo-4,5-dihydropyrrolo[1,2-a]quinoxalin-7-yl)methyl)-N,3'-dimethyl-1',2',3',6'-tetrahydro-[3,4'-bipyridine]-6-carboxamide